2-(4,4,5,5-tetramethyl-1,3,2-dioxaborolan-2-yl)-1,3-thiazole CC1(OB(OC1(C)C)C=1SC=CN1)C